N-(3,4-difluorophenyl)-1,2,6,6-tetramethyl-8-oxo-1,4,5,6,7,8-hexahydropyrrolo[2,3-c]azepine-3-carboxamide FC=1C=C(C=CC1F)NC(=O)C1=C(N(C=2C(NC(CCC21)(C)C)=O)C)C